BrC1=CC=C(C=C1)N1CC2N(CCC1)CCC2 2-(4-bromophenyl)octahydro-1H-pyrrolo[1,2-a][1,4]diazepine